OC1=C(C=CC(=C1)OCCO)C1=NC(=NC(=N1)C1=CC=CC=C1)C1=CC=CC=C1 2-[2-hydroxy-4-(2-hydroxyethyloxy)phenyl]-4,6-diphenyl-1,3,5-triazine